C(C)OC(C(=CCC(C)C)C)=O 2,5-dimethylhex-2-enoic acid ethyl ester